2-(4-(6-(2-chloro-3-(6-methoxy-5-((7-oxo-2,6-diazaspiro[3.4]octan-2-yl)methyl)pyridin-2-yl)phenyl)-5-methylpyrimidin-4-yl)-2-methoxybenzyl)-2,6-diazaspiro[3.4]octan-7-one ClC1=C(C=CC=C1C1=NC(=C(C=C1)CN1CC2(C1)CNC(C2)=O)OC)C2=C(C(=NC=N2)C2=CC(=C(CN1CC3(C1)CNC(C3)=O)C=C2)OC)C